COC=1C(=CC(=C(C1)NCC1=C(C=CC=C1)C1C(NC(CC1)=O)=O)[N+](=O)[O-])NC1=NC=CC(=N1)C1=CN(C2=CC=CC=C12)C 3-(2-(((5-methoxy-4-((4-(1-methyl-1H-indol-3-yl)pyrimidin-2-yl)amino)-2-nitrophenyl)amino)methyl)phenyl)piperidine-2,6-dione